N-(6-methoxy-1,2,3,4-tetrahydroisoquinolin-7-yl)-7-[5-(piperazin-1-yl)pyridin-3-yl]quinazolin-2-amine COC=1C=C2CCNCC2=CC1NC1=NC2=CC(=CC=C2C=N1)C=1C=NC=C(C1)N1CCNCC1